3-(((6Z,9Z,28Z,31Z)-heptatriaconta-6,9,28,31-tetraen-19-yl)thio)-N,N-dimethylpropanamide CCCCC\C=C/C\C=C/CCCCCCCCC(CCCCCCCC\C=C/C\C=C/CCCCC)SCCC(=O)N(C)C